4-(2,4-difluorobenzyl)tetrahydro-2H-pyran-4-carbonitrile FC1=C(CC2(CCOCC2)C#N)C=CC(=C1)F